OC(C(=O)OC(C)(C)C)(C#C[Si](CC)(CC)CC)C(C=O)C tert-Butyl 2-hydroxy-2-(1-oxopropan-2-yl)-4-(triethylsilyl)but-3-ynoate